3-((tert-butyldiphenylsilyl)oxy)-2,2-dimethylpropanol [Si](C1=CC=CC=C1)(C1=CC=CC=C1)(C(C)(C)C)OCC(CO)(C)C